N1(C=NC=C1)C1=NC(=NC(=N1)N1C=NC=C1)N1C=NC=C1 2,4,6-tris(1H-imidazol-1-yl)-1,3,5-triazine